dimethylamino-phosphonium hexafluorophosphate F[P-](F)(F)(F)(F)F.CN(C)[PH3+]